(6-oxa-2-azaspiro[3.4]octan-2-yl)methanone C1N(CC12COCC2)C=O